IC1=C(C=NC=C1C)N 4-iodo-5-methylpyridin-3-amine